C12(C(CC(CC1)C2(C)C)OC([C@@H](N)COC)=O)C O-methylserine bornyl ester